ClC=1C=2N(C=C(C1)C1CN(C1)C(CC[C@H]1NCCOC1)C(C)C)C(=NC2)C (3R)-3-[3-(3-{8-chloro-3-methylimidazo[1,5-a]pyridin-6-yl}azetidin-1-yl)-4-methylpentyl]morpholine